ClC1=CC(=NC=C1)N1N=CC(=C1)S(=O)(=O)NC=1C2=C(C=NC1OC)C=NN2C 1-(4-chloropyridin-2-yl)-N-{6-methoxy-1-methylpyrazolo[4,3-c]pyridin-7-yl}pyrazole-4-sulfonamide